tetrahydroindolo[2,1-h]pteridine-6-one N1CNCC=2NC(C=3N(C12)C1=CC=CC=C1C3)=O